C(C)(=O)O[C@H]1[C@H](OC(C)=O)[C@@H](OC(C)=O)[C@@H](OC(C)=O)[C@H](O1)COC(C)=O β-D-galactopyranose pentaacetate